Methyl 4-[(E)-3-(2-hydroxy-4-methoxyphenyl)-3-oxoprop-1-enyl]benzoate OC1=C(C=CC(=C1)OC)C(/C=C/C1=CC=C(C(=O)OC)C=C1)=O